5-[(1-methylcyclopropyl)amino]-6-(3-methylimidazo[4,5-c]pyridin-7-yl)-3-(4-morpholinoanilino)pyrazine-2-carboxamide CC1(CC1)NC=1N=C(C(=NC1C=1C2=C(C=NC1)N(C=N2)C)C(=O)N)NC2=CC=C(C=C2)N2CCOCC2